NC=1C=C2C(=NC1)NN=C2C(=O)NC2CCN(CC2)C 5-amino-N-(1-methylpiperidin-4-yl)-1H-pyrazolo[3,4-b]pyridine-3-carboxamide